C(C)(C)(C)OC(C(=C)I)=O 2-iodoacrylic acid tert-butyl ester